C(C)(C)(C)OC(=O)N(C1=CC(=NC=2N1N=CC2C(C)C)NC[C@H]2[C@H](CN(CC2)C(=O)OC(C)(C)C)O)CC=2OC=CN2 Tert-butyl (3R,4S)-4-(((7-((tert-butoxycarbonyl) (oxazol-2-ylmethyl) amino)-3-isopropylpyrazolo[1,5-a]pyrimidin-5-yl) amino) methyl)-3-hydroxypiperidine-1-carboxylate